C(C)(C)(C)OC(=O)N1CCN(CC1)C1CCN(CC1)C1=CC=C(N=N1)C(=O)O 6-(4-(4-(tert-butoxycarbonyl)piperazin-1-yl)piperidin-1-yl)pyridazine-3-carboxylic Acid